(S)-N-(2-methyl-1-((3-(trifluoromethyl)pyridin-2-yl)oxy)propan-2-yl)-2-(pyrrolidin-2-yl)acetamide TFA salt OC(=O)C(F)(F)F.CC(COC1=NC=CC=C1C(F)(F)F)(C)NC(C[C@H]1NCCC1)=O